O=C1NC(CCC1N1C(C2=CC=C(C=C2C1)CN1CCNCC1)=O)=O 4-((2-(2,6-dioxopiperidin-3-yl)-1-oxoisoindolin-5-yl)methyl)piperazine